BrC=1C=NN2C1N=C(C=C2)NCCN(C(OC(C)(C)C)=O)C tert-butyl (2-((3-bromopyrazolo[1,5-a]pyrimidin-5-yl)amino)ethyl)(methyl)carbamate